CCCCCCCCC\C=C/CCCCCCCCC (10Z)-10-Icosene